8-(5-(3-(2-hydroxy-2-methylpropanoyl)-2,3,4,5-tetrahydro-1H-benzo[d]azepin-7-yl)-1H-pyrazolo[3,4-b]pyridin-3-yl)-3,4-dihydrobenzo[f][1,4]oxazepin-5(2H)-one OC(C(=O)N1CCC2=C(CC1)C=C(C=C2)C=2C=C1C(=NC2)NN=C1C1=CC2=C(C(NCCO2)=O)C=C1)(C)C